ClC1=CC=C(CCN2N=NC(=C2)C=2C(=C(C(=NC2)C(=O)NCC(=O)OCC)O)C)C=C1 ethyl (5-(1-(4-chlorophenethyl)-1H-1,2,3-triazol-4-yl)-3-hydroxy-4-methylpicolinoyl)glycinate